2-(5-(6-(4-methylpiperazin-1-yl)pyridin-3-yl)-1H-pyrrolo[2,3-b]pyridin-3-yl)thieno[2,3-c]pyridine CN1CCN(CC1)C1=CC=C(C=N1)C=1C=C2C(=NC1)NC=C2C2=CC=1C(=CN=CC1)S2